C/C(=C/C(C)=O)/O[Ni]O\C(=C/C(C)=O)\C bis[(Z)-1-methyl-3-oxo-but-1-enoxy]nickel